ClC1=CC=C(C=C1)[C@@H]1COC2=C(O1)C=CC=C2C2CCN(CC2)CC=2N(C(=CN2)/C=C/C(=O)OCC)COCC[Si](C)(C)C ethyl (R,E)-3-(2-((4-(2-(4-chlorophenyl)-2,3-dihydrobenzo[b][1,4]dioxin-5-yl)piperidin-1-yl)methyl)-1-((2-(trimethylsilyl)ethoxy)methyl)-1H-imidazol-5-yl)acrylate